tert-butyl 7-bromo-8-ethyl-1H,2H,3H-pyrido[2,3-b][1,4]oxazine-1-carboxylate BrC1=C(C2=C(OCCN2C(=O)OC(C)(C)C)N=C1)CC